FC1CN(C1)C(=O)N 3-fluoroazetidine-1-Carboxamide